5,5'-bis(trimethylstannyl)-3,3'-dicyano-2,2'-bithiophene C[Sn](C1=CC(=C(S1)C=1SC(=CC1C#N)[Sn](C)(C)C)C#N)(C)C